hexadecane-7,8-diol CCCCCCC(C(CCCCCCCC)O)O